F[B-](F)(F)F.CC=1C=C(C=C(C1)C)[N+]#N 3,5-dimethylphenyl-diazonium tetrafluoroborate